ClC(OC1=CC=C(C=C1)NC(=O)C1=CC(=C2C(C(NC2=C1)=O)(C)C)C=1C=C2C(=NC1)CC=1C2=NN(C1)C1OCCCC1)(F)F N-(4-(chlorodifluoromethoxy)phenyl)-3,3-dimethyl-2-oxo-4-(2-(tetrahydro-2H-pyran-2-yl)-2,4-dihydropyrazolo[3',4':3,4]cyclopenta[1,2-b]pyridin-7-yl)indoline-6-carboxamide